O=C1NC=CC2=CC=CC=C12 1-oxo-1,2-dihydroisoquinoline